benzyl 6-[(E)-3-[(2-methylpropan-2-yl)oxy]-3-oxoprop-1-enyl]-3,4-dihydro-1H-isoquinoline-2-carboxylate CC(C)(C)OC(/C=C/C=1C=C2CCN(CC2=CC1)C(=O)OCC1=CC=CC=C1)=O